C(CN(CC(=O)O)CC(=O)O)N(CC(=O)O)CC(=O)O 1,2-Ethanediylbis[N-(carboxymethyl)glycine]